CC(/C(/C(=O)OCC)=N/NC1=CC=CC=C1)C ethyl (Z)-3-methyl-2-(phenylhydrazono)butanoate